6-(1'-cyclopropyl-[1,4'-bipiperidin]-4-yl)-2-(3,4-dimethoxyphenyl)-1-isopropyl-1H-benzo[d]imidazole C1(CC1)N1CCC(CC1)N1CCC(CC1)C=1C=CC2=C(N(C(=N2)C2=CC(=C(C=C2)OC)OC)C(C)C)C1